3-(3-(3-(2-(2-chloro-3,4-dihydroxyphenyl)-2-oxoacetamido)propanamido)-2-oxoimidazolidin-1-yl)-7-oxo-4-thia-1-azabicyclo[3.2.0]heptane-3-carboxylate ClC1=C(C=CC(=C1O)O)C(C(=O)NCCC(=O)NN1C(N(CC1)C1(CN2C(CC2S1)=O)C(=O)[O-])=O)=O